BrC=1C=CC(C(C)(C1)C#N)F 5-bromo-1-cyano-2-fluorotoluene